sulfuric acid, trifluoromethanesulfonic acid salt FC(S(=O)(=O)O)(F)F.S(O)(O)(=O)=O